1,1'-ferrocenedicarboxylic acid dichloride [C-]1(C=CC=C1)C(=O)Cl.[C-]1(C=CC=C1)C(=O)Cl.[Fe+2]